3-(Cyclopropanecarboxamido)imidazo[1,2-b]pyridazine-8-carboxylic acid ethyl ester C(C)OC(=O)C=1C=2N(N=CC1)C(=CN2)NC(=O)C2CC2